(4-((2-amino-3-chloropyridin-4-yl)oxy)-3-fluorophenyl)-1-(3-methoxypyridin-2-yl)-5-(trifluoromethyl)-1H-pyrazole-4-carboxamide NC1=NC=CC(=C1Cl)OC1=C(C=C(C=C1)C1=NN(C(=C1C(=O)N)C(F)(F)F)C1=NC=CC=C1OC)F